N2-Ethyl-5-(2-isopropyl-4,5-dimethoxy-benzyl)-pyrimidine-2,4-diamine C(C)NC1=NC=C(C(=N1)N)CC1=C(C=C(C(=C1)OC)OC)C(C)C